C(C)(=O)C(C)C1=CC(=CC=C1)C(C)=O 1,3-diacetylethylbenzene